[Ta].[Nb].[Mo].[Ni] nickel molybdenum niobium tantalum